2-(Chloromethyl)oxiran ClCC1OC1